ClC=1C(N(CCC1)C(C=CC1=CC(=C(C(=C1)OC)OCCCCC(=O)ON(CC)CC)OC)=O)=O 3-chloro-1-(3-(4-((5-((diethylamino)oxy)-5-oxopentyl)oxy)-3,5-dimethoxyphenyl)acryloyl)-5,6-dihydropyridin-2(1H)-one